CNC1CCN(CC1)CCN1N=C(C=2C1=NC=NC2N)I 1-[2-[4-(methylamino)-1-piperidyl]ethyl]-3-iodo-pyrazolo[3,4-d]pyrimidin-4-amine